O=C1NC(CCC1N1C(C2=CC=C(C=C2C1=O)OCCN1CCC(CC1)OC1CN(C1)C1=NC=C(C=C1)C=1C=CC=2C3=C(N(C2C1)C)C=CN=C3)=O)=O 2-(2,6-dioxopiperidin-3-yl)-5-[2-(4-[[1-(5-[5-methylpyrido[4,3-b]indol-7-yl]pyridin-2-yl)azetidin-3-yl]oxy]piperidin-1-yl)ethoxy]isoindole-1,3-dione